(5,5-dimethyl-1,3,2-dioxaborinan-2-yl)pyridin-2(1H)-one CC1(COB(OC1)N1C(C=CC=C1)=O)C